C(C=C)(=O)[O-].C(CCC)[P+](CCCC)(CCCC)CCCC tetra-n-butylphosphonium acrylate